di-m-tolyl ethyl phosphate P(=O)(OC=1C=C(C=CC1)C)(OC=1C=C(C=CC1)C)OCC